C(C)O[Si](C)(CCCS)OCC diethoxy(3-mercaptopropyl)methylsilane